N-(5-(4-(4-acryloylpiperazin-1-yl)-7-chloroquinazolin-6-yl)-2-methoxypyridin-3-yl)methanesulfonamide C(C=C)(=O)N1CCN(CC1)C1=NC=NC2=CC(=C(C=C12)C=1C=C(C(=NC1)OC)NS(=O)(=O)C)Cl